C(CCC(=O)O)(=O)O.OCCCCCCCCCCCCCCCCCCOCCCCCCCCCCCCCCCCCCO Hydroxystearylether Succinat